C(C)(=O)O[C@@H]1[C@H](O[C@H]([C@@H]([C@H]1OC(C)=O)OC(C)=O)C1=CC(=CC=C1)O)COC(C)=O (2R,3R,4R,5S,6S)-2-(acetoxymethyl)-6-(3-hydroxyphenyl)tetrahydro-2H-pyran-3,4,5-triyl triacetate